C(C)OC1C(C(N2C(S1)=NC1=C2C=CC=C1)=O)([2H])C ethoxy-3-methyl-2,3-dihydro-4H-benzo[4,5]imidazo[2,1-b][1,3]thiazin-4-one-3-d